Benzyl ((S)-1-Oxo-3-phenyl-1-(((S,E)-4-(pyridin-2-yl)but-3-en-2-yl)amino)propan-2-yl)carbamate O=C([C@H](CC1=CC=CC=C1)NC(OCC1=CC=CC=C1)=O)N[C@@H](C)\C=C\C1=NC=CC=C1